F[C@H]1CN(CC[C@H]1NC1=C2C=C(N(C2=CC=C1)CC(F)(F)F)C#CCNC1=C(C=C(C(=O)NC([2H])([2H])[2H])C=C1)OC)C 4-[3-[4-[[(3S,4R)-3-fluoro-1-methyl-4-piperidyl]amino]-1-(2,2,2-trifluoroethyl)indol-2-yl]prop-2-ynylamino]-3-methoxy-N-(trideuteriomethyl)benzamide